C(C)(C)C1=C(NC2=CC=C(C=C12)C1CCC(CC1)NC(CN1CCCC1)=O)C=1C=C(C=2N(C1)N=CN2)OC N-(4-(3-Isopropyl-2-(8-methoxy-[1,2,4]triazolo[1,5-a]pyridin-6-yl)-1H-indol-5-yl)cyclohexyl)-2-(pyrrolidin-1-yl)acetamid